2-amino-6-fluoro-3-methylbenzoic acid NC1=C(C(=O)O)C(=CC=C1C)F